sodium ethylenediamine tetrapropionate C(CC)(=O)ON(CCN(OC(CC)=O)OC(CC)=O)OC(CC)=O.[Na]